4-morpholino-N-(3-phenylisoxazol-5-yl)-6-(pyridin-4-yl)furo[3,2-d]pyrimidin-2-amine O1CCN(CC1)C=1C2=C(N=C(N1)NC1=CC(=NO1)C1=CC=CC=C1)C=C(O2)C2=CC=NC=C2